2,4,6-tribromobenzene-1,3,5-tricarboxylic acid BrC1=C(C(=C(C(=C1C(=O)O)Br)C(=O)O)Br)C(=O)O